(S)-2-(methyl((1S,3S)-3-(4-(5,6,7,8-tetrahydro-1,8-naphthyridin-2-yl)butoxy)cyclopentyl)amino)-2-((S)-1-methylisochroman-8-yl)acetic acid CN([C@H](C(=O)O)C=1C=CC=C2CCO[C@H](C12)C)[C@@H]1C[C@H](CC1)OCCCCC1=NC=2NCCCC2C=C1